3-[4-[4-[(4-amino-1-piperidyl)methyl]-1-piperidyl]phenyl]piperidine-2,6-dione NC1CCN(CC1)CC1CCN(CC1)C1=CC=C(C=C1)C1C(NC(CC1)=O)=O